4-[[(S)-1-[3-[2,3-dihydrofuro[3,2-b]pyridin-6-yl(methyl)carbamoyl]phenyl]-3-(trifluoromethyl)-4,5,6,7-tetrahydroindazol-7-yl]oxy]benzoic acid O1CCC2=NC=C(C=C21)N(C(=O)C=2C=C(C=CC2)N2N=C(C=1CCC[C@@H](C21)OC2=CC=C(C(=O)O)C=C2)C(F)(F)F)C